C1(CCCC1)S(=O)(=O)C(=[N+]=[N-])S(=O)(=O)C1=C(C=C(C=C1C)C)C Cyclopentylsulfonyl-(2,4,6-trimethylphenylsulfonyl)diazomethane